BrC=1C=C(CC2=NC3=C(N2CCOC)C=C(C=C3)C(=O)OC)C=CC1C1=NC(=CC=C1)OCC1=C(C=C(C=C1)C#N)F Methyl 2-(3-bromo-4-(6-((4-cyano-2-fluorobenzyl)oxy)pyridin-2-yl)benzyl)-1-(2-methoxyethyl)-1H-benzo[d]imidazole-6-carboxylate